ClC1=CC(=C(\C=C/2\ON(OS2)CCCCCCC(=O)O)C=C1)OC (Z)-7-(5-(4-chloro-2-methoxybenzylidene)-2,4-dioxathiazolidin-3-yl)heptanoic acid